ClC=1C=CC=C2C=CC=C(C12)N1CC=2C(=C(N=C(C2CC1)N1CC2CCC(C1)N2C(=O)OC(C)(C)C)OC[C@H]2N(CCC2)C)C#N tert-butyl 3-(6-(8-chloronaphthalen-1-yl)-4-cyano-3-(((S)-1-methylpyrrolidin-2-yl)methoxy)-5,6,7,8-tetrahydro-2,6-naphthyridin-1-yl)-3,8-diazabicyclo[3.2.1]octane-8-carboxylate